N-(1,3-dimethylbutylidene)-3-methyl-(diethoxysilyl)-1-propylamine CC(CC(C)C)=NCCC(C)[SiH](OCC)OCC